4,5-dichloro-1,6-dimethyl-1H-pyrrolo[2,3-b]pyridin ClC1=C2C(=NC(=C1Cl)C)N(C=C2)C